ClC=1C=C(C=CC1F)NC(=O)C1=C(N(C(=C1C)C(C(=O)NC=1C=NC(=CC1)F)=O)C)C N-(3-chloro-4-fluorophenyl)-5-(2-((6-fluoropyridin-3-yl)amino)-2-oxoacetyl)-1,2,4-trimethyl-1H-pyrrole-3-carboxamide